2,4,6-trimethyl-N-{2-[2-(trifluoromethoxy)phenyl]ethyl}benzene-1-sulfonamide CC1=C(C(=CC(=C1)C)C)S(=O)(=O)NCCC1=C(C=CC=C1)OC(F)(F)F